FC1=C(C=CC(=C1)N)N 2-fluoro-para-phenylenediamine